C(C1=CC=CC=C1)OC(=O)N[C@H](C(=O)O)[C@@H](C)OC1(CC1)C(N)=O (2S,3R)-2-(benzyloxycarbonylamino)-3-(1-carbamoylcyclopropoxy)butanoic acid